tert-butyl N-(3-[5-methoxy-1H-pyrrolo[2,3-c]pyridin-1-yl]isoquinolin-5-yl)carbamate COC=1C=C2C(=CN1)N(C=C2)C=2N=CC1=CC=CC(=C1C2)NC(OC(C)(C)C)=O